2-Chloro-N1-(4-Chloro-3-(Pyridin-2-Yl)Phenyl)-N4-(4-(Methylsulfonyl)Benzyl)-Terephthalamide ClC1=C(C(=O)NC2=CC(=C(C=C2)Cl)C2=NC=CC=C2)C=CC(=C1)C(=O)NCC1=CC=C(C=C1)S(=O)(=O)C